[Si](C)(C)(C(C)(C)C)OCC1(OCCO1)C1CCNCC1 4-(2-(((tert-butyldimethylsilyl)oxy)methyl)-1,3-dioxolan-2-yl)piperidine